6-amino-5-(3-methoxy-2,6-dimethyl-phenyl)-2-[2-(trifluoromethyl)-4-pyridyl]pyrrolo[2,3-b]pyrazine-7-carboxamide NC1=C(C=2C(=NC=C(N2)C2=CC(=NC=C2)C(F)(F)F)N1C1=C(C(=CC=C1C)OC)C)C(=O)N